ClC=1C=CC=2C(=C3N(C2C1C=1C(=NN(C1C)CCN1CCCC1)C)C(CNC3=O)C)CCCOC3=CC(=C(C(=C3)C)Cl)C 7-chloro-10-(3-(4-chloro-3,5-dimethylphenoxy)propyl)-6-(3,5-dimethyl-1-(2-(pyrrolidin-1-yl)ethyl)-1H-pyrazol-4-yl)-4-methyl-1-oxo-3,4-dihydropyrazino[1,2-a]indol